3-(4-chloro-3-fluorophenyl)propanoic acid ClC1=C(C=C(C=C1)CCC(=O)O)F